SC1=C(C=C(C(=O)OC(C)(C)C)C=C1)[N+](=O)[O-] tert-Butyl 4-mercapto-3-nitrobenzoate